C1C(CC2=CC=CC=C12)NC1=NN=C(S1)CCC(=O)O 3-(5-((2,3-dihydro-1H-indene-2-yl)amino)-1,3,4-thiadiazol-2-yl)propanoic acid